BrC1=C(N=C(S1)N)C(C#C)(C)C1=CC=C(C=C1)Cl 5-bromo-4-[1-(4-chlorophenyl)-1-methyl-prop-2-ynyl]thiazol-2-amine